N-methyl-1,3-diphenyl-1H-pyrazolo[3,4-d]pyrimidin-6-amine CNC1=NC=C2C(=N1)N(N=C2C2=CC=CC=C2)C2=CC=CC=C2